[K].C(C(=C)C)(=O)OCCC 3-(methacryloyloxy)propane potassium